3-(3-Ethoxy-4-hydroxyphenyl)-1-[4-(morpholin-4-yl)phenyl]prop-2-en-1-one C(C)OC=1C=C(C=CC1O)C=CC(=O)C1=CC=C(C=C1)N1CCOCC1